CN1CC[C@]23[C@@H]4[C@H]1CC5=C2C(=C(C=C5)OC)O[C@H]3[C@H](C=C4)O The molecule is a morphinane alkaloid found in the opium poppy, Papaver somniferum var. album; has analgesic, anti-tussive and anti-diarrhoeal properties. It has a role as an opioid analgesic, an antitussive, an opioid receptor agonist, a prodrug, a xenobiotic, an environmental contaminant and a drug allergen. It is an organic heteropentacyclic compound and a morphinane alkaloid. It derives from a morphine. It is a conjugate base of a codeine(1+).